(2,7-bis(3-fluorophenyl)-9H-carbazol-9-yl)benzoic acid methyl ester COC(C1=C(C=CC=C1)N1C2=CC(=CC=C2C=2C=CC(=CC12)C1=CC(=CC=C1)F)C1=CC(=CC=C1)F)=O